O=C1NC(CCC1N1CC2=CC=C(C=C2C1=O)N1CCC(CC1)NC(C1=NC=C(C=C1)N1CCN(CC1)CC=1C=NC=2C=C(C(NC2C1)=O)CC)=O)=O N-(1-(2-(2,6-dioxopiperidin-3-yl)-3-oxoisoindolin-5-yl)piperidin-4-yl)-5-(4-((7-ethyl-6-oxo-5,6-dihydro-1,5-naphthyridin-3-yl)methyl)piperazin-1-yl)picolinamide